CN1N=CC(=C1)C1=CC2=C(N[C@@H](CN2)[C@@H](C2=CC=CC=C2)NC[C@@H](C)C2=CC=C(C#N)C=C2)N=C1 |o1:23| 4-((S or R)-1-(((R)-((S)-7-(1-methyl-1H-pyrazol-4-yl)-1,2,3,4-tetrahydropyrido[2,3-b]pyrazin-3-yl)(phenyl)methyl)amino)propan-2-yl)benzonitrile